CC1=C(C(=CC=C1)C)C1=NC=2NS(C=3C=CC=C(C(N([C@@H](COC(=C1)C2)CC(C)C)C2CC1(CC1)C2)=O)N3)(=O)=O (11R)-6-(2,6-Dimethylphenyl)-11-isobutyl-2,2-dioxo-12-spiro[2.3]hexan-5-yl-9-oxa-2λ6-thia-3,5,12,18-tetrazatricyclo[12.3.1.14,8]nonadeca-1(18),4(19),5,7,14,16-hexaen-13-one